5-((benzyloxy)methyl)-2,3-diphenyl-6-(quinolin-6-yl)pyrazolo[1,5-a]Pyrimidin-7(4H)-one C(C1=CC=CC=C1)OCC=1NC=2N(C(C1C=1C=C3C=CC=NC3=CC1)=O)N=C(C2C2=CC=CC=C2)C2=CC=CC=C2